FC(C=1C=C(C=NC1)O)(F)F 5-(trifluoromethyl)pyridine-3-ol